2-(3'-tert-butyl-2'-hydroxy-5'-(2-octyloxycarbonylethyl)phenyl)-5-chlorobenztriazole C(C)(C)(C)C=1C(=C(C=C(C1)CCC(=O)OCCCCCCCC)N1N=C2C(=N1)C=CC(=C2)Cl)O